C(C)(C)(C)OC(=O)N1CCC(CC1)OC1=CC=CC=2N=C3N(C=C(C=C3)Br)C21 4-((2-bromobenzo[4,5]imidazo[1,2-a]pyridine-9-yl)oxy)piperidine-1-carboxylic acid tert-butyl ester